5-(2-Chloro-3-fluoro-phenyl)-1-{2-[4-(7-fluoro-2-oxo-1,2,4,5-tetrahydro-benzo[d][1,3]diazepin-3-yl)-piperidin-1-yl]-2-oxo-ethyl}-3-(2-methanesulfonyl-ethyl)-1H-pyrimidine-2,4-dione ClC1=C(C=CC=C1F)C=1C(N(C(N(C1)CC(=O)N1CCC(CC1)N1C(NC2=C(CC1)C=C(C=C2)F)=O)=O)CCS(=O)(=O)C)=O